FC=1C=C(C=C(C1)F)[C@@H]1CCC2=NN(C(N21)=O)C2CC(C2)OC2=CC(=NC=N2)C(=O)N 6-((1S,3R)-3-((S)-5-(3,5-difluorophenyl)-3-oxo-6,7-dihydro-3H-pyrrolo[2,1-c][1,2,4]triazol-2(5H)-yl)cyclobutoxy)pyrimidine-4-carboxamide